NC1=CC=C(OC2=CC=C(C=C2)C2(CCCCC2)C2=CC=C(C=C2)OC2=CC=C(C=C2)N)C=C1 1,1-bis[4-(4-aminophenoxy)phenyl]cyclohexane